FC(C1(NN(C=C1)C)C(=O)N([C@@H](CC1=C(C=C(C=C1Cl)Cl)Cl)C)OC)F 3-(difluoromethyl)-N-methoxy-1-methyl-N-[(1R)-1-methyl-2-(2,4,6-trichlorophenyl)ethyl]pyrazole-3-carboxamide